FC(C(F)(F)F)(N(C(C(F)(F)F)(F)F)C(C(F)(F)F)(F)F)F perfluorotrifluorotriEthylamine